N1=C(C=CC=C1)N1N=C(C=C1)CC(=O)OCC ethyl 2-[1-(pyridin-2-yl)-1H-pyrazol-3-yl]acetate